(4-(pyridin-2-yl)phenyl)boronic acid N1=C(C=CC=C1)C1=CC=C(C=C1)B(O)O